N-[(1S)-3-cyano-1,5,5-trimethyl-4-oxocyclohex-2-en-1-yl]-2,6-difluoro-4-methoxy-N-methylbenzamide C(#N)C1=C[C@@](CC(C1=O)(C)C)(C)N(C(C1=C(C=C(C=C1F)OC)F)=O)C